2-({5-chloro-7-oxo-7,8-dihydro-6H-spiro[[1,3]oxazolo[5,4-f]quinazoline-9,1'-cyclohexane]-2-ylmethyl}(methyl)amino)-N,N-dimethylacetamide ClC=1C=C2C(=C3C1NC(NC31CCCCC1)=O)OC(=N2)CN(CC(=O)N(C)C)C